(S)-N-(2,5-diaminopentyl)-3-fluoro-6-(4-fluorophenyl)-1H-indole-2-carboxamide hydrochloride Cl.N[C@H](CNC(=O)C=1NC2=CC(=CC=C2C1F)C1=CC=C(C=C1)F)CCCN